BrN1C2(N3C(=C(C=CC3=O)Cl)C1=O)C1CCC2CC1 bromo-8'-chloro-2'H-spiro[bicyclo[2.2.1]heptane-7,3'-imidazo[1,5-a]pyridine]-1',5'-dione